FC(C1=C(C=C2CCCN(C2=C1)C1=NN(C2=C1CN(CC2)C(C)=O)C2CCOCC2)N2C=CC=1C2=CN=CC1)F 1-{3-[7-(difluoromethyl)-6-{pyrrolo[2,3-c]pyridin-1-yl}-3,4-dihydro-2H-quinolin-1-yl]-1-(oxan-4-yl)-4H,6H,7H-pyrazolo[4,3-c]pyridin-5-yl}ethanone